C(CCC)C=1C=C2C(=CC(=NC2=CC1)N(CC(=O)O)C)C1=C(C=CC=C1)C 2-{[6-butyl-4-(2-methylphenyl)quinolin-2-yl](methyl)amino}acetic acid